C(C)(C)OC1=CC=C(C=N1)OC=1C=C(C=NC1)N 5-((6-Isopropoxypyridin-3-yl)oxy)pyridin-3-amine